fluoro-5-(methylthio)-1H-indazol FN1N=CC2=CC(=CC=C12)SC